NCCCCCC#CC1=C(C(=O)O)C=C(C=C1)N1CCN(CC1)C(C[C@H]1C=2N(C3=C(C(=N1)C1=CC=C(C=C1)Cl)C(=C(S3)C)C)C(=NN2)C)=O (S)-2-(7-aminohept-1-yn-1-yl)-5-(4-(2-(4-(4-chlorophenyl)-2,3,9-trimethyl-6H-thieno[3,2-f][1,2,4]triazolo[4,3-a][1,4]diazepin-6-yl)acetyl)piperazin-1-yl)benzoic acid